3,3',3''-(pentane-1,2,5-triyltris(oxy))tripropanenitrile C(C(CCCOCCC#N)OCCC#N)OCCC#N